5-Chloro-2-methylphenylisothiocyanat ClC=1C=CC(=C(C1)N=C=S)C